2-(1-((5-(1-methyl-1H-indazole-5-carboxamido)-1H-benzo[d]imidazol-2-yl)methyl)pyrrolidin-3-yl)acetic acid CN1N=CC2=CC(=CC=C12)C(=O)NC1=CC2=C(NC(=N2)CN2CC(CC2)CC(=O)O)C=C1